FC1=CC=C(C=C1)N(C(=O)C1=CC2=C(C=N1)N=CN2C=2C=CC(=NC2)NC(OC)=O)C methyl N-[5-[6-[(4-fluorophenyl)-methyl-carbamoyl]imidazo[4,5-c]pyridin-1-yl]-2-pyridyl]carbamate